ClC1=CC=C(C(=N1)C(=O)NS(=O)(=O)C)N[C@H](C)C=1C=C(C=C2C(N(C(=NC12)N1CCC(CC1)C1=C(C=NN1C([2H])([2H])[2H])F)C)=O)C (R)-6-chloro-3-((1-(2-(4-(4-fluoro-1-(methyl-d3)-1H-pyrazol-5-yl)piperidin-1-yl)-3,6-dimethyl-4-oxo-3,4-dihydroquinazolin-8-yl)ethyl)amino)-N-(methylsulfonyl)picolinamide